C1(=CC=CC=C1)C=1C=C(C=2N(C1)C=C(N2)C=2C=C(C(=O)N)C=CC2)C2=CC=CC=C2 3-(6,8-diphenylimidazo[1,2-a]pyridin-2-yl)benzamide